ClC1=CC=C(C=C1)N1C(N(C(C1=O)CCC(=O)NCC1=CC=C(C(=O)NO)C=C1)CC1=CC=C(C=C1)C)=O 4-((3-(1-(4-chlorophenyl)-3-(4-methylbenzyl)-2,5-dioxoimidazolin-4-yl)propanamido)methyl)-N-hydroxybenzamide